CN(S(=O)(=O)C)C1=C(C(=O)N)C=C(C=C1)C1OC1 [methyl(methylsulfonyl)amino]-5-(oxiran-2-yl)benzamide